NCCN(CCNC(OC(C)(C)C)=O)CCNC(=O)OC(C)(C)C tert-butyl N-[2-[2-aminoethyl-[2-(tert-butoxycarbonylamino)ethyl]amino]ethyl]carbamate